C(#N)CCOP(OCCNC(OCC1C2=CC=CC=C2C=2C=CC=CC12)=O)N(C(C)C)C(C)C (9H-fluoren-9-yl)methyl (2-(((2-cyanoethoxy)(diisopropylamino)phosphino)oxy) ethyl)carbamate